ClC1=C(C=CC=C1)N1C(SC=C1C=1C=C(C(=O)NCCCCC=2SC=CC2)C=CC1)=O 3-(3-(2-chlorophenyl)-4-thiazolinonyl)-N-(4-(thiophen-2-yl)butyl)benzamide